ClC=1C=C2C(=NC(=NC2=C(C1C1=CC(=CC2=CC=C(C(=C12)CC)F)OCOC)F)OC[C@]12CCCN2C[C@@H](C1)F)N1CCOCCC1 4-(6-chloro-7-(8-ethyl-7-fluoro-3-(methoxymethoxy)naphthalen-1-yl)-8-fluoro-2-(((2R,7aS)-2-fluorotetrahydro-1H-pyrrolizin-7a(5H)-yl)methoxy)quinazolin-4-yl)-1,4-oxazepane